bis-1H-triazol-4-ylmethanamine N1N=NC(=C1)C(N)C=1N=NNC1